3-(6-hydroxy-3,4-dioxo-1,5-cyclohexadien-1-yl)-L-alanine OC1=CC(C(C=C1C[C@H](N)C(=O)O)=O)=O